6-methoxy-3,3-dimethyl-2,3-dihydrofuro[3,2-b]pyridine-7-sulfinic acid COC=1C(=C2C(=NC1)C(CO2)(C)C)S(=O)O